CNC(C(C)SC=1N=NC(=C(N1)C=1C=C(C=CC1)C)C1=CC=CC=C1)=O N-methyl-2-[[5-(m-tolyl)-6-phenyl-1,2,4-triazin-3-yl]sulfanyl]propanamide